2-(2-azabicyclo[2.1.1]hexane-4-yl)-5-ethylpyrimidin-4(3H)-one C12NCC(C1)(C2)C2=NC=C(C(N2)=O)CC